C(=O)O.FC(OC1=C(C=CC(=C1)C)C1=NN=C(C2=CC=CC=C12)N[C@H]1CN(CCC1)C)F 4-[2-(difluoromethoxy)-4-methylphenyl]-N-[(3R)-1-methylpiperidin-3-yl]phthalazine-1-amine formate